3-(6-oxo-1'-(1-phenylethyl)-6,8-dihydro-2H,7H-spiro[furo[2,3-e]isoindole-3,4'-piperidin]-7-yl)piperidine-2,6-dione O=C1N(CC2=C3C(=CC=C12)C1(CCN(CC1)C(C)C1=CC=CC=C1)CO3)C3C(NC(CC3)=O)=O